(S)-2-(2-(4-(((2R,3S,4S)-3-Acetoxy-4-hydroxypyrrolidin-2-yl)methyl)phenoxy)acetamido)-3-aminopropanoic acid hydrochloride Cl.C(C)(=O)O[C@H]1[C@H](NC[C@@H]1O)CC1=CC=C(OCC(=O)N[C@H](C(=O)O)CN)C=C1